FC1=CC=C(C=C1)CCNC=1C(N(C(C1C1=C(NC2=CC=CC=C12)C)=O)C)=O 3-[2-(4-fluorophenyl)ethylamino]-1-methyl-4-(2-methyl-1H-indol-3-yl)pyrrole-2,5-dione